N-(2-cyclopropyl-2-oxoethyl)-N-(7-fluoro-3-(6-(4-isopropyl-4H-1,2,4-triazol-3-yl)pyridin-2-yl)-4-oxo-3,4-dihydro-quinazolin-6-yl)carboxamide C1(CC1)C(CN(C=O)C=1C=C2C(N(C=NC2=CC1F)C1=NC(=CC=C1)C1=NN=CN1C(C)C)=O)=O